4-(2-(4-Amino-3,3-dimethylpiperidin-1-yl)-6-(2-fluoro-6-(trifluoromethyl)phenyl)quinazolin-4-yl)-2-fluorobenzonitrile NC1C(CN(CC1)C1=NC2=CC=C(C=C2C(=N1)C1=CC(=C(C#N)C=C1)F)C1=C(C=CC=C1C(F)(F)F)F)(C)C